N(N)C=1N=C(C2=C(N1)N(C=C2)C)NC2=CC=CC=C2 2-hydrazino-7-methyl-N-phenyl-7H-pyrrolo[2,3-d]pyrimidin-4-amine